CC1=C(OC2=C(C=C(C=C2C1=O)C)[C@@H](C)NC1=C(C(=O)OC)C(=CC=C1)F)C1=CC2=CN(N=C2C=C1)C Methyl 2-[[(1R)-1-[3,6-dimethyl-2-(2-methylindazol-5-yl)-4-oxo-chromen-8-yl]ethyl]amino]-6-fluoro-benzoate